[O-]P([O-])(=O)OP(=O)([O-])[O-].[Na+].[Na+].[Na+].[Na+] tetra-sodium diphosphate